FC=1C=C(C=CC1OC1=CC=CC=C1)C1=NC=C2N1C(=NC=C2)N 3-(3-fluoro-4-phenoxyphenyl)imidazo[1,5-c]pyrimidin-5-amine